6-bromo-5-fluorothiazolo[4,5-b]pyridin-2-amine hydrochloride Cl.BrC=1C=C2C(=NC1F)N=C(S2)N